CN(C1[NH+](CCC(N1C)OC)C)C 2-dimethylamino-4-methoxy-1,3-dimethyl-1,4,5,6-tetrahydropyrimidinium